4-[(5-Ethyl-2-pyridyl)amino]-N-methyl-3-(1-methylimidazol-4-yl)benzenesulfonamide C(C)C=1C=CC(=NC1)NC1=C(C=C(C=C1)S(=O)(=O)NC)C=1N=CN(C1)C